NC1=CC=2N(C(N(CC2C=N1)C1=C(C=CC=C1C)F)=O)[C@@H]1CC[C@@H](CC1)N(C)C cis-7-Amino-1-[4-(dimethylamino)cyclohexyl]-3-(2-fluoro-6-methyl-phenyl)-4H-pyrido[4,3-d]pyrimidin-2-one